CC=1C=C(\C=N\NC2=C3N=CN(C3=NC(=N2)N2CCOCC2)CC(=O)N2CC(CC2)C#N)C=CC1 (E)-1-(2-(6-(2-(3-methylbenzylidene)hydrazinyl)-2-morpholino-9H-purin-9-yl)acetyl)pyrrolidine-3-carbonitrile